NC1=C(C=CC=C1OC1O[C@@H]([C@H]([C@@H]([C@H]1O)O)O)CO)C(CCC(=O)O)=O 4-(2-Amino-3-(((3R,4S,5S,6R)-3,4,5-trihydroxy-6-(hydroxymethyl)tetrahydro-2H-pyran-2-yl)oxy)phenyl)-4-oxobutanoic acid